Ethyl 3-hydroxy-2,2-bis(hydroxymethyl)propanoate OCC(C(=O)OCC)(CO)CO